tert-butyl-6-(isopentyloxy)-3-(isopropylcarbamoyl)-4-(methoxymethyl)-9H-pyrido[3,4-b]indole-9-carboxylate C(C)(C)(C)OC(=O)N1C2=C(C3=CC(=CC=C13)OCCC(C)C)C(=C(N=C2)C(NC(C)C)=O)COC